(4-fluorophenyl)(8-methyl-3-(4-methylthiazol-2-yl)-5,6-dihydroimidazo[1,5-a]pyrazin-7(8H)-yl)methanone FC1=CC=C(C=C1)C(=O)N1C(C=2N(CC1)C(=NC2)C=2SC=C(N2)C)C